[4-[(6Ar,10aR)-1-hydroxy-9-(hydroxymethyl)-6,6-dimethyl-6a,7,10,10a-tetrahydrobenzo[c]chromen-3-yl]-4-methylpentyl] nitrate [N+](=O)(OCCCC(C)(C)C1=CC(=C2[C@H]3[C@H](C(OC2=C1)(C)C)CC=C(C3)CO)O)[O-]